3-(1H-imidazol-4-yl)-L-alanine N1C=NC(=C1)C[C@H](N)C(=O)O